NCC(=O)O (R)-glycine